OC(CC(=O)O)CC 3-hydroxy-pentanoic acid